CN1C=C(C=2C(N(C=CC21)C)=O)NC2=C(C(=O)NC)C=CC(=N2)NC2=NC=C(C=C2)F ((1,5-dimethyl-4-oxo-4,5-dihydro-1H-pyrrolo[3,2-c]pyridin-3-yl)amino)-6-((5-fluoropyridin-2-yl)amino)-N-methylnicotinamide